[[2-fluoro-3-(oxetan-3-ylsulfamoylamino)phenyl]methyl]-7-[(3-fluoro-2-pyridyl)oxy]-4-methyl-chromen-2-one FC1=C(C=CC=C1NS(NC1COC1)(=O)=O)CC=1C(OC2=CC(=CC=C2C1C)OC1=NC=CC=C1F)=O